C1CCCCC=C1 6-cycloheptene